ClC1=NC(=CC(=N1)N[C@@H]1[C@H](C2CCC1CC2)C(=O)OCC)C=2OC(=CC2)C#N (2S,3S)-ethyl 3-((2-chloro-6-(5-cyanofuran-2-yl)pyrimidin-4-yl)amino)bicyclo[2.2.2]octane-2-carboxylate